C(=O)(OCC1C2=CC=CC=C2C2=CC=CC=C12)[C] Fmoc-carbon